C(C)N(C(=S)Cl)CC N,N-diethyl-thiocarbamoyl chloride